methyl 5-phenylpyrazine-2-carboxylate C1(=CC=CC=C1)C=1N=CC(=NC1)C(=O)OC